7-[5-CHLORO-2-[4-(DIFLUOROMETHYL)PYRAZOL-1-YL]PHENYL]-N-[(2,4-DIMETHOXYPHENYL)METHYL]CINNOLIN-4-AMINE ClC=1C=CC(=C(C1)C1=CC=C2C(=CN=NC2=C1)NCC1=C(C=C(C=C1)OC)OC)N1N=CC(=C1)C(F)F